2-(2-bromo-4-(trifluoromethyl)imidazo[1,2-a][1,8]naphthyridin-8-yl)-1,3,4-oxadiazole BrC=1C=C(C=2C=CC=3N(C2N1)C=C(N3)C=3OC=NN3)C(F)(F)F